ClC1=C(C=CC(=C1)OC(F)(F)F)NC1=NC=2C(N=C1OC)=NON2 N-(2-CHLORO-4-(TRIFLUOROMETHOXY)PHENYL)-6-METHOXY-[1,2,5]OXADIAZOLO[3,4-B]PYRAZIN-5-AMINE